[Si](C)(C)(C(C)(C)C)OCC1CCN2CC(CC12CO)=C 1-(((t-butyldimethylsilyloxy)methyl)-6-methylenetetrahydro-1H-pyrrolizin-7a(5H)-yl)methanol